C1(CC1)OC1=CC(=NC=C1C(=O)NC)C=O 4-CYCLOPROPOXY-6-FORMYL-N-METHYLNICOTINAMIDE